C(C1=CC=CC=C1)OCC1CCC(CC1)C=1N=C2N(C=C(C(=N2)OC(C)C)C(=O)OC)C1 methyl 2-[4-(benzyloxymethyl) cyclohexyl]-7-isopropoxy-imidazo[1,2-a]pyrimidine-6-carboxylate